BrCCCCCOC=1C(=CC2=C(NC[C@H]3N(C2=O)C=C(C3)C3=CC=C(C=C3)N3CCOCC3)C1)OC (S)-8-((5-Bromopentyl)oxy)-7-methoxy-2-(4-morpholinylphenyl)-1,10,11,11a-tetrahydro-5H-benzo[e]pyrrolo[1,2-a][1,4]diazepin-5-one